1-(3,5-dimethylphenyl)-1H-imidazole-5-carbaldehyde CC=1C=C(C=C(C1)C)N1C=NC=C1C=O